Benzyl-4-{2-fluoro-4-[(1S)-1-({8-[(2S)-3-methylbutan-2-yl]-7-oxo-7,8-dihydropyrido[2,3-d]pyrimidin-2-yl} amino)ethyl]phenyl}piperazin-1-carboxylat C(C1=CC=CC=C1)OC(=O)N1CCN(CC1)C1=C(C=C(C=C1)[C@H](C)NC=1N=CC2=C(N1)N(C(C=C2)=O)[C@@H](C)C(C)C)F